4-heptylbenzoic acid C(CCCCCC)C1=CC=C(C(=O)O)C=C1